BrC1=CC(=C(C(=C1)O)O)C=NC1=CC(=CC(=C1)Cl)Cl 5-bromo-3-((3,5-dichloro-phenylimino)meth-yl)benzene-1,2-diol